P(=O)(OC1=C(C=CC=C1)C1=CC=CC=C1)(OC1=C(C=CC=C1)C1=CC=CC=C1)OC1=C(C=CC=C1)C1=CC=CC=C1 tris(2-phenylphenyl) phosphate